(2S,4S)-pentanediol C[C@@H](C[C@H](C)O)O